FC(F)(F)C=1C=CC=2C(CCC3N(C2N1)CCNC3)=O (trifluoromethyl)-7,7a,8,9,10,11-hexahydropyrazino[1,2-a]pyrido[3,2-f]azepin-5(6H)-one